2-((4-(2-(4-chloro-2-fluorophenyl)-2-methylbenzo[d][1,3]dioxan-4-yl)piperidin-1-yl)methyl)-1-(((S)-oxetan-2-yl)methyl)-4,5,6,7-tetrahydro-1H-benzo[d]imidazole-6-carboxylic acid ClC1=CC(=C(C=C1)C1(OC(C2=C(O1)C=CC=C2)C2CCN(CC2)CC2=NC1=C(N2C[C@H]2OCC2)CC(CC1)C(=O)O)C)F